4-(5-(3,5-dichloro-4-fluorophenyl)-5-(trifluoromethyl)-4,5-dihydroisoxazol-3-yl)-2-methyl-N-(1-(2,2,2-trifluoroethyl)-5-(trifluoromethyl)-1H-1,2,4-triazol-3-yl)benzamide ClC=1C=C(C=C(C1F)Cl)C1(CC(=NO1)C1=CC(=C(C(=O)NC2=NN(C(=N2)C(F)(F)F)CC(F)(F)F)C=C1)C)C(F)(F)F